(6aR,12bS)-(+)-3-fluoro-10,11-dihydroxy-5,6,6a,7,8,12b-hexa-hydrobenzo[a]phenanthridine FC1=CC=2CN[C@@H]3CCC4=C([C@H]3C2C=C1)C=C(C(=C4)O)O